O[C@@H](CC[C@@H](C)[C@H]1CC[C@H]2[C@@H]3CC[C@H]4C[C@](CC[C@@]4(C3=CC[C@]12C)C)(O)C)C(C)C (3S,5S,8S,10S,13R,14S,17R)-17-((2R,5S)-5-hydroxy-6-methylheptan-2-yl)-3,10,13-trimethyl-2,3,4,5,6,7,8,10,12,13,14,15,16,17-tetradecahydro-1H-cyclopenta[a]phenanthren-3-ol